C(C(=C)C)(=O)OCC(CC)OC1CCCCC1 2-cyclohexyloxy-3-methylpropyl methacrylate